CC1=C(C=NC(=C1C(=O)O)N1C[C@H](OCC1)C(F)(F)F)C(F)(F)F (S)-4-methyl-5-(trifluoromethyl)-2-(2-(trifluoromethyl)morpholino)nicotinic acid